O1C(=CC=C1)COCC(CNCC=CC1=C(C=CC=C1)OC)O 1-(furan-2-ylmethoxy)-3-((3-(2-methoxyphenyl)allyl)amino)propan-2-ol